glutamic acid-15N [15NH2][C@@H](CCC(=O)O)C(=O)O